[5-[(E)-2-ethoxyvinyl]-2-methoxy-phenyl]acetic acid C(C)O/C=C/C=1C=CC(=C(C1)CC(=O)O)OC